C(C)OC1CN(C1)C(=O)O 3-ethoxyazetidine-1-carboxylic acid